1-bromo-6-(3-ethyl-3-undecyl)-2-naphthyl trifluoromethanesulfonate FC(S(=O)(=O)OC1=C(C2=CC=C(C=C2C=C1)C(CC)(CCCCCCCC)CC)Br)(F)F